(9aR)-3-nitro-8,9,9a,10-tetrahydro-5H,7H-pyrido[3,2-f]pyrrolo[2,1-c][1,4]oxazepin-5-one [N+](=O)([O-])C1=CC=2C(N3[C@@H](COC2N=C1)CCC3)=O